N[C@@H](CCC(=O)O)C R-4-aminopentanoic acid